Cl.CN(C1=CC=C2CCN(CC2=C1)CCO)C1=CC=CC=C1 2-(7-(methyl-(phenyl)amino)-3,4-dihydroisoquinolin-2(1H)-yl)ethanol hydrochloride